OCCC1OCC(C1O)O 2-(2-hydroxyethyl)tetrahydrofuran-3,4-diol